(4S,5R)-5-[(3,3-Difluoroazetidin-1-yl)methyl]-1-(7,8-dihydrofuro[3,2-e][1,3]benzothiazol-2-yl)-4-methylimidazolidin-2-one FC1(CN(C1)C[C@@H]1[C@@H](NC(N1C=1SC2=C(N1)C1=C(C=C2)OCC1)=O)C)F